(-)-1-(4-chlorophenyl)-3-[4-(4-methoxyphenyl)-2-oxopyrrolidin-3-yl]urea ClC1=CC=C(C=C1)NC(=O)NC1C(NCC1C1=CC=C(C=C1)OC)=O